CC1CNCCC1C 3,4-dimethylpiperidin